ClC=1C=C(C=C2C(=NC=NC12)NC(C)C=1C(=NC=CN1)C=1SC(=CN1)C#N)C(F)(F)F 2-[3-[1-[[8-chloro-6-(trifluoromethyl)quinazolin-4-yl]amino]ethyl]pyrazin-2-yl]thiazole-5-carbonitrile